1-(allyloxy)-3-(propargyloxy)-2-propanol difluorophosphite P(F)(F)OC(COCC=C)COCC#C